C(C)N1C(N(C2=C1C=C(C=C2)C2CCNCC2)C2C(NC(CC2)=O)=O)=O 3-(3-ethyl-2-oxo-5-(piperidin-4-yl)-2,3-dihydro-1H-benzo[d]imidazol-1-yl)piperidine-2,6-dione